C1(=CC=CC=C1)C=1N=NN(C1)C1=CC=C(C=C1)C1=CC=C(C=C1)C#N 4'-(4-phenyl-1H-1,2,3-triazol-1-yl)-[1,1'-biphenyl]-4-carbonitrile